1-((3R,4R,5R,6R)-4,5-dihydroxy-6-(hydroxymethyl)tetrahydro-2H-pyran-3-yl)pyrrolidine-2,5-dione O[C@@H]1[C@@H](CO[C@@H]([C@@H]1O)CO)N1C(CCC1=O)=O